C(#N)C(CC1=CC=CC=C1)NC(=O)C1OCCCNC1 N-(1-cyano-2-phenylethyl)-1,4-oxaazepane-2-carboxamide